ClC=1C=C(C=CC1)N[C@H](CC(C)C)C(=O)N1[C@H]2CC([C@@H]([C@H]1C(=O)N[C@@H](\C=C(\C(=O)OCC)/F)C[C@H]1C(NCC1)=O)CC2)(F)F ethyl (R,Z)-4-((1R,3S,4R)-2-((3-chlorophenyl)-D-leucyl)-5,5-difluoro-2-azabicyclo[2.2.2]octane-3-carboxamido)-2-fluoro-5-((S)-2-oxopyrrolidin-3-yl)pent-2-enoate